C(C=C)(=O)NCO[Si](C)(C)CCC acrylamido-propyldi-methylmethoxysilane